5-((4-((1-aminocyclopropyl)methoxy)-3-((methylsulfonyl)methyl)phenyl)amino)-7-(cyclopropylamino)pyrazolo[1,5-a]pyrimidine-3-carbonitrile monotrifluoroacetic acid salt FC(C(=O)O)(F)F.NC1(CC1)COC1=C(C=C(C=C1)NC1=NC=2N(C(=C1)NC1CC1)N=CC2C#N)CS(=O)(=O)C